4-(4-(benzo[d]thiazol-5-ylamino)quinolin-7-yl)-N-propylbenzamide S1C=NC2=C1C=CC(=C2)NC2=CC=NC1=CC(=CC=C21)C2=CC=C(C(=O)NCCC)C=C2